(2S,4R)-N-((S)-1-(((S)-1,6-diamino-1-oxohexan-2-yl)amino)-1-oxopropan-2-yl)-1-(palmitoyl-L-alanyl)-4-(pyridin-4-yloxy)pyrrolidine-2-carboxamide NC([C@H](CCCCN)NC([C@H](C)NC(=O)[C@H]1N(C[C@@H](C1)OC1=CC=NC=C1)C([C@@H](NC(CCCCCCCCCCCCCCC)=O)C)=O)=O)=O